Propionic acid (+)-2-{(1S)-1-[(1R)-3,3-dimethylcyclohexyl] ethoxy}-2-methylpropyl ester CC1(C[C@@H](CCC1)[C@H](C)OC(COC(CC)=O)(C)C)C